C1(C=CC(N1C=1C=C(OC2=CC=C(C=C2)CC)C=CC1)=O)=O 2-[4-(3-maleimidophenoxy)phenyl]ethane